trans-(1r,4r)-4-((4-(3-cyclopropylphenyl)-5-fluoropyrimidin-2-yl)amino)cyclohexane-1-carboxylic acid C1(CC1)C=1C=C(C=CC1)C1=NC(=NC=C1F)N[C@@H]1CC[C@H](CC1)C(=O)O